C(=C)C(O)C1CCCCC1 vinyl-cyclohexylmethanol